monomethyltin oxide C[Sn]=O